Thioxainine S1OC=CC=C1